C(C)(=O)OC=1C(=NC=CC1OC)C(NC=1C=C2C=CC(=NC2=CC1)OC=1C(=NC=CC1)Cl)=O 2-((2-((2-chloropyridin-3-yl)oxy)quinolin-6-yl)carbamoyl)-4-methoxypyridin-3-yl acetate